FC=1C=C(C#N)C=C(C1)OC=1C(=C2C(C(C(C2=CC1)F)(F)F)=O)F 3-fluoro-5-((1,2,2,4-tetrafluoro-3-oxo-2,3-dihydro-1H-inden-5-yl)oxy)benzonitrile